N1CC(C1)C=1C=C2C(=C(NC2=CC1)C=1C(=C(C=2N(C1)N=CN2)C)C)C(C)C 6-(5-(azetidin-3-yl)-3-isopropyl-1H-indol-2-yl)-7,8-dimethyl-[1,2,4]triazolo[1,5-a]pyridine